1-tritylimidazol C(C1=CC=CC=C1)(C1=CC=CC=C1)(C1=CC=CC=C1)N1C=NC=C1